ClC=1C(=C(C=CC1)C=1C=C2C(=NN1)NCC1(N2CCN(C1)C(=O)N1C(CNCC1)(C)C)CC)O (2-(3-chloro-2-hydroxy-phenyl)-6a-ethyl-5,6,6a,7,9,10-hexa-hydro-8H-pyrazino-[1',2':4,5]pyrazino[2,3-c]pyridazin-8-yl)(2,2-dimethylpiperazin-1-yl)methanone